C1(=CC(=CC=C1)C([C@@H]1N(CCC[C@@H]1NS(=O)(=O)C)C(=O)C1CC1)(F)F)C1=CC=CC=C1 N-(cis-2-(biphenyl-3-yl(difluoro)methyl)-1-(cyclopropylcarbonyl)piperidin-3-yl)methanesulfonamide